1-docosanoyl-2-octadecanoyl-glycero-3-phospho-(1'-sn-glycerol) CCCCCCCCCCCCCCCCCCCCCC(=O)OC[C@H](COP(=O)(O)OC[C@H](CO)O)OC(=O)CCCCCCCCCCCCCCCCC